(1S,2S)-2-(3-chlorophenyl)-N-(4-(((6-cyclopropyl-8-(4-methyl-2-oxopiperazin-1-yl)imidazo[1,2-a]pyridin-2-yl)methyl)amino)pyridin-2-yl)cyclopropane-1-carboxamide ClC=1C=C(C=CC1)[C@@H]1[C@H](C1)C(=O)NC1=NC=CC(=C1)NCC=1N=C2N(C=C(C=C2N2C(CN(CC2)C)=O)C2CC2)C1